[Na+].[Na+].COC=1C=C(C=CC1OCCCCCCCCCCCCCC)C(CC(CC(S(=O)(=O)[O-])C1=CC(=C(C=C1)OCCCCCCCCCCCCCC)OC)=O)S(=O)(=O)[O-] 1,5-bis(3-methoxy-4-tetradecyloxyphenyl)-3-oxo-1,5-pentanedisulfonic Acid Disodium Salt